ClC=1C=CC(=C(C1)C=1C=C2CC(C(C2=CC1)NC(O[C@@H]1CN2CCC1CC2)=O)(C)C)OCC (S)-quinuclidin-3-yl (5-(5-chloro-2-ethoxyphenyl)-2,2-dimethyl-2,3-dihydro-1H-inden-1-yl)carbamate